FC1=C(C=C(C=C1)NC(=O)C1=C(N(C(=C1C)C(C(=O)N[C@@]1(C[C@@H](CC1)O)C)=O)C)C)C N-(4-fluoro-3-methylphenyl)-5-(2-(((1S,3R)-3-hydroxy-1-methylcyclopentyl)amino)-2-oxoacetyl)-1,2,4-trimethyl-1H-pyrrole-3-carboxamide